C(=C\C=C\CCCCCCCCC)O (4E,7Z)-tridecadiene-1-ol